(N-(2-(1-(7-methoxy-6-(methoxymethoxy)quinolin-4-yl)piperidin-4-yl)propyl)sulfamoyl)carbamic acid tert-butyl ester C(C)(C)(C)OC(NS(NCC(C)C1CCN(CC1)C1=CC=NC2=CC(=C(C=C12)OCOC)OC)(=O)=O)=O